tert-butyl (R)-(1-(4-(5-(trifluoromethyl)pyrimidin-2-yl)piperazine-1-carbonyl)piperidin-3-yl)carbamate FC(C=1C=NC(=NC1)N1CCN(CC1)C(=O)N1C[C@@H](CCC1)NC(OC(C)(C)C)=O)(F)F